C(N)(OCCC(C1(COC(OC1)=O)C)C(C)(C)C)=O t-butyl-(3-(5-methyl-2-oxo-1,3-dioxan-5-yl) propyl) carbamate